C(C)(C)OC=1C(=NC(=NC1C1=C(C=CC=C1)C)NS(=O)(=O)C=1C=NN(C1)C)OC1=CC(=CC=C1)N1CCN(CC1)C N-[5-isopropoxy-4-[3-(4-methylpiperazin-1-yl)phenoxy]-6-(o-tolyl)pyrimidin-2-yl]-1-methyl-pyrazole-4-sulfonamide